4-(Oxetan-3-ylamino)isoindoline-2-carboxylic acid tert-butyl ester C(C)(C)(C)OC(=O)N1CC2=CC=CC(=C2C1)NC1COC1